BrC=1C(=NOC1)N1C[C@@H](CCC1)N(C(OC(C)(C)C)=O)C tert-butyl (R)-(1-(4-bromoisoxazol-3-yl)piperidin-3-yl)(methyl)carbamate